C1(=CC=CC=C1)NS(=O)(=O)CCN 2-(phenylsulfamoyl)ethylamine